C(C)(=O)N1CCN(CC1)C1=C(C=C(C=C1)NC1=NC=C2C(=N1)N(N(C2=O)CC=C)C2=CC=CC(=N2)S(=O)(=O)N)C 6-(6-((4-(4-acetylpiperazin-1-yl)-3-methylphenyl)amino)-2-allyl-3-oxo-2,3-dihydro-1H-pyrazolo[3,4-d]pyrimidin-1-yl)pyridine-2-sulfonamide